C(#N)CCN1C[C@H]([C@@H](C1)C1=CC(=C(C=C1)F)F)NC(=O)NC1=C(C(=NN1C1=CC=CC=C1)OCC)C 1-((3S,4R)-1-(2-cyanoethyl)-4-(3,4-difluorophenyl)pyrrolidin-3-yl)-3-(3-ethoxy-4-methyl-1-phenyl-1H-pyrazol-5-yl)urea